BrC=1C(=NC(=C(C1)C)N1CCC(CC1)OC)NC1=C(C(=CC=C1C)OCC1=CC=C(C=C1)OC)C 3-Bromo-N-(3-((4-methoxybenzyl)oxy)-2,6-dimethylphenyl)-6-(4-methoxypiperidin-1-yl)-5-methylpyridin-2-amine